manganese(II) acrylate C(C=C)(=O)[O-].[Mn+2].C(C=C)(=O)[O-]